(S)-Ureidoglycine [C@H](C(=O)O)(N)NC(=O)N